OC1=CC=C(C=C1)C1=CCC(C=C1)C1=CC=C(C=C1)O 1,4-bis(4-hydroxyphenyl)-1,5-cyclohexadiene